1-(acetylimino)-N-((5-(5-(difluoromethyl)-1,3,4-oxadiazol-2-yl)pyridin-2-yl)methyl)-N-phenylthiomorpholin-4-carboxamide 1-oxide C(C)(=O)N=S1(CCN(CC1)C(=O)N(C1=CC=CC=C1)CC1=NC=C(C=C1)C=1OC(=NN1)C(F)F)=O